CC1C(NCCC1NC1=NC=C(C=2C1=NC=CN2)C2=CC=C(C=C2)C(F)(F)F)=O 3-methyl-4-((8-(4-(trifluoromethyl)phenyl)pyrido[3,4-b]pyrazin-5-yl)amino)piperidin-2-one